2-(3-(1-(4-(1H-pyrazol-4-yl)benzyl)-2,4-dioxo-1,2-dihydroquinazoline-3(4H)-yl)phenoxy)-N-isopropylacetamide N1N=CC(=C1)C1=CC=C(CN2C(N(C(C3=CC=CC=C23)=O)C=2C=C(OCC(=O)NC(C)C)C=CC2)=O)C=C1